CC1=NNC(=C1C1=CC(=NC=2N1N=CC2)N2[C@@H]1CO[C@H](C2)C1)C (1S,4S)-5-(7-(3,5-dimethyl-1H-pyrazol-4-yl)pyrazolo[1,5-a]pyrimidin-5-yl)-2-oxa-5-azabicyclo[2.2.1]heptane